acryl-glycyl-amide C(=O)(C=C)NCC(=O)[NH-]